N-(3-((2-((1-methyl-1H-pyrazol-4-yl)amino)-5-(6-(trifluoromethyl)pyridin-3-yl)pyrimidin-4-yl)amino)phenyl)acrylamide CN1N=CC(=C1)NC1=NC=C(C(=N1)NC=1C=C(C=CC1)NC(C=C)=O)C=1C=NC(=CC1)C(F)(F)F